1-(3-(((7-(1-(4-Chlorobenzyl)piperidin-3-yl)-2-methylpyrazolo[1,5-a]pyrimidin-3-yl)methyl)amino)propyl)pyrrolidin-2-one ClC1=CC=C(CN2CC(CCC2)C2=CC=NC=3N2N=C(C3CNCCCN3C(CCC3)=O)C)C=C1